C1(CCCCC1)C[C@H](C(=O)O)CO (S)-3-cyclohexyl-2-(hydroxymethyl)propionic acid